(2-fluorobenzyl)piperazine FC1=C(CN2CCNCC2)C=CC=C1